CS(=O)(=NC1=NC(=CC=C1)N1C(=CC2=C1N=C(N=C2)NC2=CC=C(C=C2)N2CCN(CC2)C)C(=C)C)C dimethyl((6-(2-((4-(4-methylpiperazin-1-yl)phenyl)amino)-6-(prop-1-en-2-yl)-7H-pyrrolo[2,3-d]pyrimidin-7-yl)pyridin-2-yl)imino)-λ6-sulfanone